N-((3R)-1-((2-(5-(4-(4-(3-oxa-8-azabicyclo[3.2.1]octan-8-yl)-7H-pyrrolo[2,3-d]pyrimidin-6-yl)phenyl)-1H-imidazol-2-yl)pyridin-4-yl)methyl)piperidin-3-yl)acrylamide C12COCC(CC1)N2C=2C1=C(N=CN2)NC(=C1)C1=CC=C(C=C1)C1=CN=C(N1)C1=NC=CC(=C1)CN1C[C@@H](CCC1)NC(C=C)=O